4-(2-(tert-Butoxycarbonyl)-1-methylhydrazine-1-carbonyl)-1-((1r,3r)-3-hydroxycyclobutyl)-6-oxo-1,6-dihydropyridine-3-carboxylic acid tert-butyl ester C(C)(C)(C)OC(=O)C1=CN(C(C=C1C(=O)N(NC(=O)OC(C)(C)C)C)=O)C1CC(C1)O